NC=1C(=C(C=C2C=C(N=CC12)NC(OC1[C@@H]2CN(C[C@H]12)S(=O)(=O)C)=O)C1=C(C2=C(OCCN2)N=C1)C)F (1R,5S,6s)-3-(Methylsulfonyl)-3-azabicyclo[3.1.0]hexan-6-yl (8-amino-7-fluoro-6-(8-methyl-2,3-dihydro-1H-pyrido[2,3-b][1,4]oxazin-7-yl)isoquinolin-3-yl)carbamate